6,7-dichloro-N-ethyl-3-(1H-pyrazol-4-yl)-1H-indol-4-amine ClC=1C=C(C=2C(=CNC2C1Cl)C=1C=NNC1)NCC